distearoyl-choline phosphate P(=O)(O)(O)OC(C[N+](C)(C)C)(C(CCCCCCCCCCCCCCCCC)=O)C(CCCCCCCCCCCCCCCCC)=O